O1CC(C1)C(C1=CC=CC=C1)N1N=CC=2C1=NC(=CN2)N (oxetan-3-yl(phenyl)methyl)-1H-pyrazolo[3,4-b]pyrazin-6-amine